FC(C(=O)OC)(S(=O)(=O)F)F Methyl 2,2-difluoro-2-(fluorosulfonyl)acetate